C(CCCCCCCCCC)CC(C#N)C=1N=C(N(C1)C)CCC#N 2-undecyl-1-cyanoethyl-2-cyanoethyl-1-methylimidazole